NC1=C2C3=C(C=C4C5=CC=CC=C5C(C=C1)=C42)C=CC=C3 aminobenzo(b)fluoranthene